O=C(CNC(OC(C)(C)C)=O)NC=1SC=C(N1)C1CN(CCC1)C1=CC=NC=C1 tert-butyl (2-oxo-2-((4-(1-(pyridin-4-yl)piperidin-3-yl)thiazol-2-yl)amino)ethyl)carbamate